5-chloro-2-(2,4-difluorobenzyl)-1H-benzimidazole ClC1=CC2=C(NC(=N2)CC2=C(C=C(C=C2)F)F)C=C1